CC1=CSC(=C1)C1=NC=NC(=C1)NCCC1=C(OC2=C1C=CC=C2)C 3-Methyl-5-{6-[2-(2-methyl-benzofuran-3-yl)-ethylamino]-pyrimidin-4-yl}-thiophen